FC=1C=C(C#N)C=C(C1C)S(=O)(=O)N1CCN(CC1)CCO 3-fluoro-5-((4-(2-hydroxyethyl)piperazin-1-yl)sulfonyl)-4-methylbenzonitrile